2-(5-sulfanyltetrazol-1-yl)ethanol SC1=NN=NN1CCO